N[C@H]1CS(C2=C(N(C1=O)CC1=CC=C(C=C1)Cl)C=C(C=C2)C2=NOC(=N2)C(=O)NC(C)(C)C)(=O)=O 3-[(3R)-3-amino-5-[(4-chlorophenyl)methyl]-1,1,4-trioxo-2,3-dihydro-1λ6,5-benzothiazepin-7-yl]-N-tert-butyl-1,2,4-oxadiazole-5-carboxamide